S-methyl-N-[(methylcarbamoyl)oxy]thioacetamide CS=C(C)NOC(NC)=O